[Ag].FC(O[Si](OC(F)(F)F)(OC(F)(F)F)C(C(C(C(C(C(C(C(C(C(F)(F)F)(F)F)(F)F)(F)F)(F)F)(F)F)(F)F)(F)F)(F)F)(F)F)(F)F perfluorodecyl-trimethoxysilane silver